2-isopropyl-4-methyl-7-nitro-3-oxo-3,4-dihydro-2H-benzo[b][1,4]oxazine-6-carboxylic acid methyl ester COC(=O)C1=CC2=C(OC(C(N2C)=O)C(C)C)C=C1[N+](=O)[O-]